2-[[5-(2-Methoxy-4-nitrophenyl)-2-furanyl]methylene]-1H-indene-1,3(2H)-dione COC1=C(C=CC(=C1)[N+](=O)[O-])C1=CC=C(O1)C=C1C(C2=CC=CC=C2C1=O)=O